N1(CC1)C1=C(C(=C(C=C1CCCCC)O)C1C(CCC(=C1)C)C(=C)C)O 3-(aziridin-1-yl)-5'-methyl-4-pentyl-2'-(prop-1-en-2-yl)-1',2',3',4'-tetrahydro-[1,1'-biphenyl]-2,6-diol